5-ethyl-6-fluoro-4-(8-fluoro-2-(((2r,7as)-2-fluoro-hexahydro-1H-pyrrolizin-7a-yl)methoxy)-4-(1,4-thiazepan-4-yl)pyrido[4,3-d]pyrimidin-7-yl)naphthalen-2-ol C(C)C1=C2C(=CC(=CC2=CC=C1F)O)C1=C(C=2N=C(N=C(C2C=N1)N1CCSCCC1)OC[C@]12CCCN2C[C@@H](C1)F)F